C(C)(C)(C)OC(=O)NNC(CCl)=O 2-(2-Chloroacetyl)hydrazine-1-carboxylic acid tert-butyl ester